CC1=CC(=[N+](C=C1)[O-])CN1CCN(CCN(CCN(CC1)CC(=O)O)CC(=O)O)CC(=O)O 4-methyl-2-((4,7,10-tris(carboxymethyl)-1,4,7,10-tetraazacyclododecan-1-yl)methyl)pyridine 1-oxide